BrC1=CC=C(C=C1)N1N=C2CC(NC[C@H]3C2=C1CCN3C(=O)OC(C)(C)C)=O |o1:14| tert-butyl (R or S)-2-(4-bromophenyl)-8-oxo-2,3,4,5a,6,7,8,9-octahydro-5H-1,2,5,7-tetraazabenzo[cd]azulene-5-carboxylate